methyl 3'-nitro-[1,1'-biphenyl]-2-carboxylate [N+](=O)([O-])C=1C=C(C=CC1)C=1C(=CC=CC1)C(=O)OC